N1(C=NC=C1)C=1N=CC2=C(N1)C(=CC(N2C)=O)NC2CCC(CC2)OC 2-(1H-Imidazol-1-yl)-8-(((1R,4R)-4-methoxycyclohexyl)amino)-5-methylpyrido[3,2-d]-pyrimidin-6(5H)-on